(E)-cinnamyl bromide C(\C=C\C1=CC=CC=C1)Br